N-(2-cyclopropyl-4-fluorophenyl)-N-(7-nitrobenzo[c][1,2,5]oxadiazol-4-yl)thiazole-2-carboxamide C1(CC1)C1=C(C=CC(=C1)F)N(C(=O)C=1SC=CN1)C1=CC=C(C2=NON=C21)[N+](=O)[O-]